6-chloro-1-methyl-1H-benzo[d]imidazol-2(3H)-one ClC=1C=CC2=C(N(C(N2)=O)C)C1